NC=1C(=NN2C1C=C(C(=C2)F)N2CCN(CC2)C(=O)[O-])C(C([2H])([2H])[2H])([2H])[2H] 4-(3-Amino-2-(ethyl-d5)-6-fluoropyrazolo[1,5-a]pyridin-5-yl)piperazine-1-carboxylate